C123CCCCCCC1(C=C2)C3 tricyclo[6.2.1.01,8]undec-9-ene